dodecanedioyl-coa CC(C)(COP(=O)(O)OP(=O)(O)OC[C@@H]1[C@H]([C@H]([C@@H](O1)N2C=NC3=C(N=CN=C32)N)O)OP(=O)(O)O)[C@H](C(=O)NCCC(=O)NCCSC(=O)CCCCCCCCCCC(=O)O)O